CC=1C(C2=C(C=C(C(=C2C(C1O)=O)O)O)O)=O 2-methyl-3,5,6,8-tetrahydroxy-1,4-naphthoquinone